OC=1C=C(C=O)C=CC1OC 3-Hydroxy-4-methoxy-benzaldehyde